CC=CC(C)(C)C1=CC(=CC=C1OP(OC1=CC=C(C=C1C(C)(C)C)C(C)(C)C)(=O)F)C(C)(C)C 2-ethylidenebis(4,6-di-tert-butyl-phenyl)fluorophosphoric acid